4-amino(1,1-biphenyl) NC1=CC=C(C=C1)C1=CC=CC=C1